C(C)(C)(C)OC(=O)N1[C@H]2C=C[C@@H](C1=O)C2 (1r,4s)-tert-butyl-3-oxo-2-azabicyclo[2.2.1]hept-5-ene-2-carboxylate